ClC1=CC=C(C(=N1)C(=O)O)N[C@H](C)C1=C2N=C(C(=NC2=CC(=C1)C)C#N)N1CC2=CC=C(C=C2C1)C (R)-6-chloro-3-((1-(2-cyano-7-methyl-3-(5-methylisoindolin-2-yl)quinoxalin-5-yl)ethyl)amino)picolinic acid